N-[(1S)-1-[[(1S)-2-amino-2-oxo-1-[[(3S)-2-oxopyrrolidin-3-yl]methyl]ethyl]carbamoyl]-3,3-dimethyl-butyl]-4-methoxy-1H-indole-2-carboxamide NC([C@H](C[C@H]1C(NCC1)=O)NC(=O)[C@H](CC(C)(C)C)NC(=O)C=1NC2=CC=CC(=C2C1)OC)=O